C1(=CC=CC=C1)C=1N=CC(=NC1C1=CC=CC=C1)NC1CCC(CC1)O 4-((5,6-diphenylpyrazin-2-yl)amino)cyclohexane-1-ol